C1(=CC=C(C=C1)C(=O)O)C=1C(=CC=CC1)C1=CC=C(C=C1)C(=O)O 4,4''-terphenyl-dicarboxylic acid